CN(C1=NN(C=N1)C(C)C1=CC=C(C#N)C=C1)C 4-{1-[3-(dimethylamino)-1H-1,2,4-triazol-1-yl]ethyl}benzonitrile